(S)-1-[(S)-3-Methyl-1-({4-[(3-pyridyl)methyl]-1-piperidyl}carbonyl)butyl]-3-isobutyl-2-piperazinone CC(C[C@@H](C(=O)N1CCC(CC1)CC=1C=NC=CC1)N1C([C@@H](NCC1)CC(C)C)=O)C